FC(C=1C(=NC(N([C@H]2C[C@H](O)[C@@H](CO)O2)C1)=O)N)(F)F 5-trifluoromethyl-2'-deoxycytidine